C(C)OCC1=C(C=CC=C1)C=1C(=CC=CC1)S(=O)(=O)NC(NC1CC1)=O 2'-(ethoxymethyl)-N-(Cyclopropylcarbamoyl)-[1,1'-biphenyl]-2-sulfonamide